FC1=CC(=C(NC(C)C=2C=C(C=C3C(N(C(=NC23)C2CCOCC2)C)=O)C)C=C1)S(=O)(=O)C 8-[1-(4-fluoro-2-methylsulfonyl-anilino)ethyl]-3,6-dimethyl-2-tetrahydropyran-4-yl-quinazolin-4-one